C(C)(C)(C)OC(=O)NCCCN(CCCCCCCC(=O)OCCC(CCCC)CCCC)CCCCCCCC(=O)OC(CCCCCCCC)CCCCCCCC 3-Butylheptyl 8-((3-((tert-butoxycarbonyl)amino)propyl) (8-(heptadecan-9-yloxy)-8-oxooctyl)amino)octanoate